NC=1N(COC1C(=O)N)C1CCCCC1 4-amino-3-cyclohexyloxazole-5-carboxamide